ClC1=CC(=C(C=C1Cl)C(=O)C1CC(N(CC1)C(=O)OC(C)(C)C)(C)C)OCOCC[Si](C)(C)C tert-butyl 4-[(4,5-dichloro-2-[[2-(trimethylsilyl)ethoxy]methoxy]phenyl)carbonyl]-2,2-dimethylpiperidine-1-carboxylate